8-((2S,SR)-4-(3-Methoxy-6-methylchinolin-8-yl)-2,5-dimethylpiperazin-1-yl)-5-methyl-6-oxo-5,6-dihydro-1,5-naphthyridin-2-carbonitril COC=1C=NC2=C(C=C(C=C2C1)C)N1C[C@@H](N(C[C@@H]1C)C1=CC(N(C=2C=CC(=NC12)C#N)C)=O)C |&1:18|